((5-phenylthiophen-2-yl)methyl)furan-2-carboxamide C1(=CC=CC=C1)C1=CC=C(S1)CC1=C(OC=C1)C(=O)N